ammonium aminoethyl-sulfonate NCCS(=O)(=O)[O-].[NH4+]